3,6-di-T-butyl-carbazole C(C)(C)(C)C=1C=CC=2NC3=CC=C(C=C3C2C1)C(C)(C)C